BrC=1C=C(C=C(C1)Cl)C1NCCNC1C 2-(3-bromo-5-chlorophenyl)-3-methylpiperazine